FC(C(C(C(C(C(C(F)(F)[Te]C(C(=O)[O-])C)(F)F)(F)F)(F)F)(F)F)(F)F)(CCC(F)(F)F)F heptadecafluorodecyltellanyl-propionate